copper-cobalt-palladium-zinc [Zn].[Pd].[Co].[Cu]